C1=CC=CC=2C=CC=3N=C4C=CC=CC4=CC3C21 Benzacridine